FC1=C(C=CC=C1)C1=C(N=C2C(=NC(N(C2=N1)C1=C(C=CC=C1)C(C)C)=O)N1[C@H](CN(CC1)C(C=C)=O)C)OC 7-(2-fluorophenyl)-6-methoxy-4-((2S)-2-methyl-4-(2-propenoyl)-1-piperazinyl)-1-(2-(2-propanyl)phenyl)-2(1H)-pteridinone